3-[(5-chloro-1H-indol-2-yl)methyl]-1-methyl-1-{1-[1-(trifluoromethyl)cyclopropanecarbonyl]piperidin-3-yl}urea ClC=1C=C2C=C(NC2=CC1)CNC(N(C1CN(CCC1)C(=O)C1(CC1)C(F)(F)F)C)=O